trityl-benzeneacrylamide C(C1=CC=CC=C1)(C1=CC=CC=C1)(C1=CC=CC=C1)C1=C(C=CC=C1)C=CC(=O)N